4-(5-bromo-3-(trifluoromethyl)-1H-pyrazol-1-yl)benzonitrile BrC1=CC(=NN1C1=CC=C(C#N)C=C1)C(F)(F)F